N-(4-(2-(piperidin-1-yl)pyrimidin-5-yl)thiazol-2-yl)acetamide Ethyl-11-oxo-1,3,4,7,8,9,10,11-octahydro-2H-pyrido[4',3':3,4]pyrazolo[1,5-a]azepine-10-carboxylate hydrochloride Cl.C(C)OC(=O)C1C(C=2N(CCC1)N=C1C2CNCC1)=O.N1(CCCCC1)C1=NC=C(C=N1)C=1N=C(SC1)NC(C)=O